C1(CCCCC1)COC1=CC=C(C=C1)C1(CCOCC1)C(=O)N[C@@H](C)C1=CC=C(C(=O)OC)C=C1 Methyl 4-[(1S)-1-[[4-[4-(cyclohexylmethoxy)phenyl]tetrahydropyran-4-carbonyl]amino]ethyl]benzoate